(2s,5r)-5-fluoropiperidine-2-carboxylic acid ethyl ester C(C)OC(=O)[C@H]1NC[C@@H](CC1)F